C1(CC1)NC(=O)C=1C=NN2C1N=C(C=C2NC)NC=2C(=NC=C(C2)C)OC N-cyclopropyl-5-((2-methoxy-5-methylpyridin-3-yl)amino)-7-(methylamino)pyrazolo[1,5-a]pyrimidine-3-carboxamide